OC(C)C1=C2N=C3C=CC=C(C3=NC2=CC=C1)C(=O)O 6-(1-hydroxyethyl)phenazine-1-carboxylic acid